C(C=C)(=O)N1CCN(CC1)C1=C(C(=NC2=C(C=CC=C12)OC1=C2C=NNC2=CC(=C1Cl)F)OC1=C2CN(CC2=CC=C1)C)C#N 4-(4-Propenoylpiperazin-1-yl)-8-((5-chloro-6-fluoro-1H-indazol-4-yl)oxy)-2-((2-methylisoindolin-4-yl)oxy)quinoline-3-carbonitrile